FC(OC1=CC(=C(C=C1)NC1=C(C(=O)O)C=C(C=C1)C(F)(F)F)C)F 2-((4-(difluorometh-oxy)-2-methylphenyl)amino)-5-(trifluoromethyl)-benzoic acid